2-{4-[2-(5-methyl-3-trifluoromethyl-pyrazol-1-yl)-acetyl]-piperazin-1-yl}-5,6-dihydro-4H-benzothiazol-7-one-O-(4-bromo-benzyl) oxime BrC1=CC=C(CON=C2CCCC=3N=C(SC32)N3CCN(CC3)C(CN3N=C(C=C3C)C(F)(F)F)=O)C=C1